CC=1N(C2=C(OC1CBr)C=CC=C2)C[C@H]2OCC2 methyl-(S)-2-(bromomethyl)-4-(oxetan-2-ylmethyl)-4H-benzo[b][1,4]oxazine